BrC=1C(=C(N(N1)CCCO[Si](C)(C)C(C)(C)C)C(=O)OCC)C1=CC=C(C=C1)F Ethyl 5-bromo-2-{3-[(tert-butyldimethylsilyl)oxy]propyl}-4-(4-fluorophenyl)pyrazole-3-carboxylate